1-(4-(4-hydroxyphenyl)butan-2-yl)-3-(5-isopropyl-2-methylphenyl)urea OC1=CC=C(C=C1)CCC(C)NC(=O)NC1=C(C=CC(=C1)C(C)C)C